OCC\C=C/CCOCOCOCC\C=C/CCO (3Z)-6-hydroxy-3-hexenyloxymethyl ether